NCC1=NNC(C2=CC=C(C=C12)C=1C=NN(C1C1=C(C#N)C(=CC=C1Cl)OC1CC1)C)=O (P)-2-(4-(4-(aminomethyl)-1-oxo-1,2-dihydrophthalazin-6-yl)-1-methyl-1H-pyrazol-5-yl)-3-chloro-6-cyclopropoxybenzonitrile